tert-butyl 2-cyclopropyl-3,3-difluoro-2-methyl-propionate C1(CC1)C(C(=O)OC(C)(C)C)(C(F)F)C